N[C@H](C(=O)NC1=CC(=CC=C1)Cl)C(C)C (S)-2-amino-N-(3-chlorophenyl)-3-methylbutanamide